FC(C=1C=CC2=C(NC(N2)=O)C1)(F)F 6-(trifluoromethyl)-1,3-dihydro-2H-benzo[d]Imidazol-2-one